C(C)OC1=CC=C(C(=N1)OC)C1=CN=CC(=N1)C(=O)N/N=C/C=1C(=NC=C(C1)OC)F (E)-6-(6-ethoxy-2-methoxypyridin-3-yl)-N'-((2-fluoro-5-methoxypyridin-3-yl)methylene)pyrazine-2-carbohydrazide